C(#N)[C@H]1N([C@H]2C[C@H]2C1)C(CNC(=O)C1=CC=NC2=CC(=CC=C12)C1(CC1)C#N)=O N-(2-((1S,3S,5S)-3-cyano-2-azabicyclo[3.1.0]hex-2-yl)-2-oxoethyl)-7-(1-cyanocyclopropyl)quinoline-4-carboxamide